4-Benzyloxy-3-bromo-N-methyl-N-propyl-benzenesulfonamide C(C1=CC=CC=C1)OC1=C(C=C(C=C1)S(=O)(=O)N(CCC)C)Br